C(C)N(CC)CC.C(C)N1C(C(N(CC1)C(=O)N[C@H](CCO)C(=O)O)=O)=O N-(4-ethyl-2,3-dioxopiperazine-1-carbonyl)-D-homoserine triethyl-amine salt